potassium thiazole S1C=NC=C1.[K]